N-[3-(3,4-dichlorophenyl)azetidin-3-yl]-4-(trifluoromethoxy)benzenesulfonamide iso-propoxide CC([O-])C.ClC=1C=C(C=CC1Cl)C1(CNC1)NS(=O)(=O)C1=CC=C(C=C1)OC(F)(F)F